Meta-bromoanisole BrC=1C=C(C=CC1)OC